ClC1=CC(=NC=N1)C=1C=NC=2N(C1)C=NC2 3-(6-Chloropyrimidin-4-yl)imidazo[1,5-a]pyrimidine